C(C)OC([C@@H](NC(=O)OCC)CCOS(=O)(=O)C)=O N-ethoxyformyl-O-methanesulfonyl-L-homoserine ethyl ester